NC1=CC=C(N=N1)C1=NN=C(O1)CN(C(CC1=C(C=C(C=C1)C(F)(F)F)C(F)(F)F)=O)C1=CC=C(C=C1)F N-{[5-(6-amino-1,2-diazin-3-yl)-1,3,4-oxadiazol-2-yl]methyl}-2-[2,4-bis(trifluoromethyl)phenyl]-N-(4-fluorophenyl)acetamide